N=1C=NN2C1C=CC(=C2)C2=CC(=NN2C2=NC(=CC=C2)C)CC(=O)NC2=CC=C(C=C2)Br 5-([1,2,4]Triazolo[1,5-a]pyridin-6-yl)-N-(4-bromophenyl)-1-(6-methylpyridin-2-yl)-1H-pyrazol-3-carboxyamid